1-(1-cyclopropylazetidin-3-yl)-3-(isoquinolin-4-yl)-2-oxoimidazoline-4-carbonitrile C1(CC1)N1CC(C1)N1C(N(C(C1)C#N)C1=CN=CC2=CC=CC=C12)=O